(1R,3R,3aS,6aS)-3a-(4-methoxyphenyl)-4,6-dioxo-3,5-diphenyl-octahydropyrrolo[3,4-c]pyrrole COC1=CC=C(C=C1)[C@]12[C@H](C(N(C1=O)C1=CC=CC=C1)=O)CN[C@@H]2C2=CC=CC=C2